(1-((2s,3r,4r,5r)-3-fluoro-4-hydroxy-5-(hydroxymethyl)tetrahydrofuran-2-yl)-2-oxo-1,2-dihydropyrimidin-4-yl)-6-phenylpyridinecarboxamide F[C@H]1[C@H](O[C@@H]([C@H]1O)CO)N1C(N=C(C=C1)C=1C(=NC(=CC1)C1=CC=CC=C1)C(=O)N)=O